C(#N)[C@@H]1C[C@@]2(CN1C([C@H](CC1CC1)N(C([C@H](C)NS(=O)(=O)C)=O)C([2H])([2H])[2H])=O)C(NC1=CC=CC=C12)=O (S)-N-((S)-1-((3R,5'S)-5'-cyano-2-oxospiro[indol-3,3'-pyrrolidin]-1'-yl)-3-cyclopropyl-1-oxopropan-2-yl)-N-(methyl-d3)-2-(methylsulfonylamino)propanamide